tert-butyl (R)-3-((6-(methoxy-d3)-8-methylisoquinolin-1-yl)amino)piperidine-1-carboxylate C(OC=1C=C2C=CN=C(C2=C(C1)C)N[C@H]1CN(CCC1)C(=O)OC(C)(C)C)([2H])([2H])[2H]